C1=NC=C(C=2C(=CC=CC12)C(=O)OC)C(=O)OC Dimethyl Isoquinoline-4,5-dicarboxylate